C(#N)C1(COCC1)C1=CC=2N(C=C1)C(=CN2)C2=CC(=C(C(=O)NC1CC1)C(=C2)OC)OC(F)F 4-[7-(3-cyanotetrahydrofuran-3-yl)imidazo[1,2-a]pyridin-3-yl]-N-cyclopropyl-2-(difluoromethoxy)-6-methoxy-benzamide